3-(5-(7-methyl-4-(pyrrolidin-1-ylmethyl)-7H-pyrrolo[2,3-d]pyrimidin-2-yl)-1-oxoisoindolin-2-yl)piperidine-2,6-dione CN1C=CC2=C1N=C(N=C2CN2CCCC2)C=2C=C1CN(C(C1=CC2)=O)C2C(NC(CC2)=O)=O